(R)-3-hydroxy-N-methyl-N-(methyl-d3)-4-((2-(((1-methylcyclopentyl)(3-methylpyridin-2-yl)methyl)amino)-3,4-dioxocyclobut-1-en-1-yl)amino)picolinamide OC=1C(=NC=CC1NC1=C(C(C1=O)=O)N[C@@H](C1=NC=CC=C1C)C1(CCCC1)C)C(=O)N(C([2H])([2H])[2H])C